FC(C=1N=CC(=NC1)N1N=C(C=2C[C@@H]3[C@H](C12)C3)C(=O)O)(F)F (1aR,5aR)-2-(5-(Trifluoromethyl)pyrazin-2-yl)-1a,2,5,5a-tetrahydro-1H-2,3-diaza-cyclopropa[a]pentalene-4-carboxylic Acid